N1=C2C(=CC=C1)C[C@H](C1=C(O2)C=CC=C1)CN |o1:7| (R*)-(5,6-dihydrobenzo[6,7]oxepino[2,3-b]pyridin-6-yl)methanamine